(R)-1-[4-(4-chlorophenoxy)-2-(trifluoromethyl)phenyl]-1-cyclopropyl-2-(1,2,4-triazol-1-yl)ethanol ClC1=CC=C(OC2=CC(=C(C=C2)[C@](CN2N=CN=C2)(O)C2CC2)C(F)(F)F)C=C1